N-(4-(4-amino-5-(3-methoxy-4-(6-methylpyridin-2-yloxy)phenyl)-7-methyl-7H-pyrrolo[2,3-d]pyrimidin-6-yl)phenyl)-N-methylbut-2-ynamide NC=1C2=C(N=CN1)N(C(=C2C2=CC(=C(C=C2)OC2=NC(=CC=C2)C)OC)C2=CC=C(C=C2)N(C(C#CC)=O)C)C